FC1=C(C(=O)NC2=C3C(CC(C3=CC=C2)(C)C)C)C(=CC=C1)C(F)(F)F fluoro-6-(trifluoromethyl)-N-(1,1,3-trimethyl-2,3-dihydro-1H-inden-4-yl)benzamid